1-(6-Bromopyridin-3-yl)-2,2,2-trifluoro-N-methylethan-1-amine BrC1=CC=C(C=N1)C(C(F)(F)F)NC